cis-methyl 5-methyl-7-picolinoyl-7-azabicyclo[4.1.1]octane-1-carboxylate CC1CCCC2(N(C1C2)C(C2=NC=CC=C2)=O)C(=O)OC